C(C)(C)(C)OC(COC1=C2CN(C(C2=CC=C1)=O)C1C(NC(CC1)=O)=O)=O [2-(2,6-dioxopiperidin-3-yl)-1-oxo-2,3-dihydro-1H-isoindol-4-yloxy]-acetic acid tert-butyl ester